tert-butyl (2S)-2-(2-{[(benzyloxy)carbonyl]amino}acetamido)propanoate C(C1=CC=CC=C1)OC(=O)NCC(=O)N[C@H](C(=O)OC(C)(C)C)C